4-Nitro-5-(phenylamino)phthalonitrile [N+](=O)([O-])C=1C=C(C(C#N)=CC1NC1=CC=CC=C1)C#N